1-Phenylheptane-1,6-dione C1(=CC=CC=C1)C(CCCCC(C)=O)=O